2-Phenoxytriethyleneglycol acrylat C(C=C)(=O)O.O(C1=CC=CC=C1)C(CO)OCCOCCO